O=C1N(CC[C@]12CC1=CC=C(C=C1C2)C(=O)OC)C2=CC=CC=C2 methyl (R)-2'-oxo-1'-phenyl-1,3-dihydrospiro[indene-2,3'-pyrrolidine]-5-carboxylate